O1C=COC=C1 p-dioxine